1-[5-{[(2,5-difluorophenyl)(2H2)methyl]oxy}-1-(3,3-dimethylbutyl)-1H-pyrazol-3-yl]-N-methylmethanamine FC1=C(C=C(C=C1)F)C(OC1=CC(=NN1CCC(C)(C)C)CNC)([2H])[2H]